CC(CCC)(CCC(C)C)O 4,7-dimethyl-octan-4-ol